lithium tetra[4-(trifluoromethyl)phenyl]borate FC(C1=CC=C(C=C1)[B-](C1=CC=C(C=C1)C(F)(F)F)(C1=CC=C(C=C1)C(F)(F)F)C1=CC=C(C=C1)C(F)(F)F)(F)F.[Li+]